FC=1C(=C(C=CC1)[C@@H]1C2=C(NC(=C1C(=O)OC)C)COC2=O)CC=O methyl (S)-4-(3-fluoro-2-(2-oxoethyl)phenyl)-2-methyl-5-oxo-1,4,5,7-tetrahydrofuro[3,4-b]pyridine-3-carboxylate